4'-[(2-methylprop-2-enoyl)oxy][1,1'-biphenyl]-4-carboxylic acid CC(C(=O)OC1=CC=C(C=C1)C1=CC=C(C=C1)C(=O)O)=C